dicyclohexyl-[2',4',6'-tris(1-methylethyl)[1,1'-biphenyl]-2-yl]phosphine C1(CCCCC1)P(C1=C(C=CC=C1)C1=C(C=C(C=C1C(C)C)C(C)C)C(C)C)C1CCCCC1